C1(CCCC1)N[C@H]1CN(CCC1)C=1N=NC(=CC1)CN1N=NC(=C1)C1=C2C=NNC2=CC(=C1)OC (R)-N-cyclopentyl-1-(6-((4-(6-methoxy-1H-indazol-4-yl)-1H-1,2,3-triazol-1-yl)methyl)pyridazin-3-yl)piperidin-3-amine